ClC=1C=C(C=CC1)N1N=CC(=C1)C(C(=O)NC1=CC(=NN1CC1=CC=C(C=C1)OC)[C@H]1[C@@H](C1)F)C 2-(1-(3-chlorophenyl)-1H-pyrazol-4-yl)-N-(3-(trans-2-fluorocyclopropyl)-1-(4-methoxybenzyl)-1H-pyrazol-5-yl)propanamide